C(C)S(=O)(=O)C=1C=C(C=NC1C1=NC2=C(N=NC(=C2)C(F)(F)F)N1C)OC(C#N)(C)C 2-[[5-ethylsulfonyl-6-[7-methyl-3-(trifluoromethyl)imidazo[4,5-c]pyridazin-6-yl]-3-pyridinyl]oxy]-2-methyl-propionitrile